N[C@@H]1[C@H](OC[C@H](C1)C)C1=C(C2=NC(=CC(=C2S1)NCC=1SC=CC1)Cl)Br ((2s,3s,5s)-3-amino-5-methyltetrahydro-2H-pyran-2-yl)-3-bromo-5-chloro-N-(thiophen-2-ylmethyl)thieno[3,2-b]pyridin-7-amine